5-(tert-butyl) 4-methyl (3aR,4S,6aR)-3a-(3-(4,4,5,5-tetramethyl-1,3,2-dioxaborolan-2-yl)propyl)hexahydro-5H-thieno[2,3-c]pyrrole-4,5-dicarboxylate CC1(OB(OC1(C)C)CCC[C@]12[C@H](CN([C@@H]1C(=O)OC)C(=O)OC(C)(C)C)SCC2)C